1-(6-(3-(hydroxymethyl)azetidin-1-yl)benzo[d]isoxazol-3-yl)-3-(4-methoxybenzyl)dihydropyrimidine-2,4(1H,3H)-dione OCC1CN(C1)C1=CC2=C(C(=NO2)N2C(N(C(CC2)=O)CC2=CC=C(C=C2)OC)=O)C=C1